C(C)C(CNC1=CC=C(C=C1)N)O N-(ethyl-beta-hydroxyethyl)-para-phenylenediamine